ClC1=C(C=CC=C1)C1=C(N=CN1CC1=CC(=C(C=C1)[N+](=O)[O-])F)C1CC1 5-(2-chlorophenyl)-4-cyclopropyl-1-[(3-fluoro-4-nitro-phenyl)methyl]imidazole